ClC1=CC2=C(N(C(N=C2N2[C@H](CN(CC2)C(C=C)=O)C)=O)C2=NC=CC=C2C(C)C)N=C1C1=C(C=CC=C1O)F 6-chloro-7-(2-fluoro-6-hydroxyphenyl)-4-((2S)-2-methyl-4-(2-propenoyl)-1-piperazinyl)-1-(3-(2-propanyl)-2-pyridinyl)pyrido[2,3-d]pyrimidin-2(1H)-one